CC[C@H](C)[C@@H](C(=O)N[C@@H](CC1=CN=CN1)C(=O)N2CCC[C@H]2C(=O)N[C@@H](CC3=CC=CC=C3)C(=O)N[C@@H](CC4=CN=CN4)C(=O)O)NC(=O)[C@H](CC5=CC=C(C=C5)O)NC(=O)[C@H](C(C)C)NC(=O)[C@H](CCCN=C(N)N)NC(=O)[C@H](CC(=O)O)N The molecule is a nine amino acid peptide which is formed when angiotensin converting enzyme 2 (ACE2) hydrolyzes the carboxy terminal leucine from angiotensin I. It is a anti-cardiac hypertrophy agent. It has a role as a human metabolite, a rat metabolite, an antihypertensive agent and a cardioprotective agent. It is a tautomer of an angiotensin (1-9) dizwitterion.